tert-butyl 4-[1-(5-chloropyrimidin-2-yl)cyclopropyl]piperazine-1-carboxylate ClC=1C=NC(=NC1)C1(CC1)N1CCN(CC1)C(=O)OC(C)(C)C